C(CC)N1C(NC(=CC1=O)N(S(=O)(=O)C1=CC=CC=C1)C)=O N-(1-propyl-2,6-dioxo-1,2,3,6-tetrahydropyrimidin-4-yl)-N-methylbenzenesulfonamide